OC1=C(C=CC=C1)C=1C=C2C(=NN1)NCC1N2CCN(C1)C1CCN(CC1)CC=O 2-(4-(2-(2-hydroxyphenyl)-5,6,6a,7,9,10-hexahydro-8H-pyrazino[1',2':4,5]pyrazino[2,3-c]pyridazin-8-yl)piperidin-1-yl)acetaldehyde